2-(2-ethylhexyl)-2-(2-ethylbutyl)-1,3-dimethoxypropane C(C)C(CC(COC)(COC)CC(CC)CC)CCCC